1-(4,5-dimethoxy-1H-indol-1-yl)-N,N-dimethylpropan-2-amine COC1=C2C=CN(C2=CC=C1OC)CC(C)N(C)C